C(C)(C)(C)OC(N(C)C1=CC(=C(C=C1)N)I)=O t-Butyl(4-amino-3-iodophenyl)(methyl)carbamate